(5S)-5-(aminomethyl)-1-(2,2-dimethoxyethyl)-pyrrolidin-2-one NC[C@@H]1CCC(N1CC(OC)OC)=O